CN1C(N(C2=NC(=NC=C12)NC1CCC(CC1)OC1=C2C=CC=NC2=CC(=N1)N1CCOCC1)C)=O 7,9-Dimethyl-2-(((1s,4s)-4-((7-morpholino-1,6-naphthyridin-5-yl)oxy)cyclohexyl)amino)-7,9-dihydro-8H-purin-8-one